3-(4-((2-(tert-butyl)-1H-imidazol-1-yl)methyl)-2-cyanophenyl)-5-isobutylthiophene-2-sulfonamide C(C)(C)(C)C=1N(C=CN1)CC1=CC(=C(C=C1)C1=C(SC(=C1)CC(C)C)S(=O)(=O)N)C#N